((3aR,5S,6aS)-2-(2-methoxypyrimidin-4-yl)octahydrocyclopenta[c]pyrrol-5-yl)((R)-5-phenyl-4,5-dihydro-1H-pyrazol-1-yl)methanone COC1=NC=CC(=N1)N1C[C@@H]2[C@H](C1)CC(C2)C(=O)N2N=CC[C@@H]2C2=CC=CC=C2